CC=1C2=CN(N=C2C2=C(C1)OC(=C2C(F)(F)F)C(=O)OCC)CC2=NC=C(C=C2)C ethyl 4-methyl-2-[(5-methylpyridin-2-yl)methyl]-8-(trifluoromethyl)-2H-furo[2,3-g]indazole-7-carboxylate